C(C)(=O)OC[C@H]1OC([C@@H]([C@H]([C@H]1OC(C)=O)OC(C)=O)C(F)(F)F)OC[C@H]1O[C@@H]([C@@H](C([C@@H]1OCC1=CC=CC=C1)OCC1=CC=CC=C1)OCC1=CC=CC=C1)OC (2R,3R,4R,5R)-2-(Acetoxymethyl)-3,4-bis(acetoxy)-5-(trifluoromethyl)-6-(((2R,3R,5R,6S)-3,4,5-tris(benzyloxy)-6-methoxytetrahydro-2H-pyran-2-yl)methoxy)tetrahydropyran